C123COCC4(COCC35[Co]1[Co]52)CCN(CC4)C(=O)OCC4C5=CC=CC=C5C=5C=CC=CC45 (9H-fluoren-9-yl)methyl 3',7'-dioxa-10',11'-dicobaltaspiro[piperidine-4,5'-tetracyclo[7.2.0.01,10.09,11]undecane]-1-carboxylate